N1C=NC=2NC(NC2C1=O)=O 7,9-dihydro-1H-purin-6,8-dion